C(C)(=O)N1C[C@@H](CCC1)NC1=NN=C(C=2CCCCC12)C1=C(C=C(C#N)C=C1)O (R)-4-(4-((1-acetylpiperidin-3-yl)amino)-5,6,7,8-tetrahydrophthalazin-1-yl)-3-hydroxybenzonitrile